di(isopropylisopropyl phenyl) peroxide C(C)(C)C=1C(=C(C=CC1)OOC1=C(C(=CC=C1)C(C)C)C(C)C)C(C)C